C(#N)C1=CC(=C(C=C1)COC1=CC=CC(=N1)C1=CC(=C(C(=C1)F)CC=1N(C2=C(N1)C=CC(=C2)C(=O)O)CC2OCC2)F)F 2-[[4-[6-[(4-Cyano-2-fluoro-phenyl)methoxy]-2-pyridyl]-2,6-difluoro-phenyl]methyl]-3-[oxetan-2-ylmethyl]benzimidazole-5-carboxylic acid